BrC=1C=C(C=CC1F)NC(=O)N1[C@@H]2CC[C@H]1CC=1C(=NC=CC12)F (5R,8S)-N-(3-bromo-4-fluorophenyl)-1-fluoro-6,7,8,9-tetrahydro-5H-5,8-epiminocyclohepta[c]pyridine-10-carboxamide